1,1-dimethyl-butyl acrylate C(C=C)(=O)OC(CCC)(C)C